FC(N1C2=C(C=3C=CC(=CC13)C=1C=C(C(=NC1)N1CCC(CC1)CCN1CCC(CC1)C=1C=C3C(N(C(C3=CC1)=O)C1C(NC(CC1)=O)=O)=O)C(F)(F)F)C=NC=C2)F 5-(1-(2-(1-(5-(5-(difluoromethyl)-5H-pyrido[4,3-b]indol-7-yl)-3-(trifluoromethyl)pyridin-2-yl)piperidin-4-yl)ethyl)piperidin-4-yl)-2-(2,6-dioxopiperidin-3-yl)isoindoline-1,3-dione